N=1CC(CC(C=CC1)=O)=O azocine-3,5-dione